C(CCCCCCCCC)OCOCCCC(CC(CC(CC(C)Br)C)C)C 10-bromo-4,6,8-trimethylundecyl decyloxymethyl ether